FC1=C(C=C(C(=C1)F)CC1=NNC(C2=CC=CC=C12)=O)C1=CC2=C(NC(=N2)NC(=O)NCC)C=C1 1-(5-(2,4-difluoro-5-((4-oxo-3,4-dihydrophthalazin-1-yl)methyl)phenyl)-1H-benzimidazol-2-yl)-3-ethylurea